ClC1=CC=CC(=N1)N1N=C(C2=C(C=CC=C12)F)I 1-(6-chloro-2-pyridyl)-4-fluoro-3-iodo-indazole